2-(2-pyridyl)thiazole-5-carbaldehyde N1=C(C=CC=C1)C=1SC(=CN1)C=O